(S)-3-(5-methylpyridin-3-yl)-3-(4-(3-(5,6,7,8-tetrahydro-1,8-naphthyridin-2-yl)propyl)thiazol-2-yl)propionic acid CC=1C=C(C=NC1)[C@H](CC(=O)O)C=1SC=C(N1)CCCC1=NC=2NCCCC2C=C1